FC=1C(=CC2=C(NN=N2)C1)C(=O)O 6-fluoro-1H-benzo[d][1,2,3]triazole-5-carboxylic acid